1,3-dimethylbutyl chloroformate ClC(=O)OC(CC(C)C)C